1-benzylazetidin-3-yl (S)-2-hydroxy-2-(3-(3-(4-((((R)-2-hydroxy-2-(8-hydroxy-2-oxo-1,2-dihydroquinolin-5-yl)ethyl)amino)methyl)benzamido)propoxy)phenyl)-2-phenylacetate O[C@@](C(=O)OC1CN(C1)CC1=CC=CC=C1)(C1=CC=CC=C1)C1=CC(=CC=C1)OCCCNC(C1=CC=C(C=C1)CNC[C@@H](C1=C2C=CC(NC2=C(C=C1)O)=O)O)=O